N-((1-((4-methoxy-3-((2-methoxy-4,5-dimethylphenyl)sulfonamido)benzo[d]isoxazol-6-yl)methyl)-1H-pyrazol-4-yl)methyl)but-2-ynamide COC1=CC(=CC2=C1C(=NO2)NS(=O)(=O)C2=C(C=C(C(=C2)C)C)OC)CN2N=CC(=C2)CNC(C#CC)=O